2-(2-ethylsulfanylethylthiomethyl)pyridine C(C)SCCSCC1=NC=CC=C1